C(C)C=1C=C(C#N)C=CC1C1(CC2C(N(OC2(C)C)C)C(C1)C)C 3-ethyl-4-(1,3,3,5,7-pentamethyloctahydrobenzo[c]isoxazol-5-yl)benzonitrile